2-(3-fluorophenyl)-N-trans-2-methoxy-cyclohexyl-4-(3-hydroxy-cyclohexyl)-4-phenyl-pyridazine FC=1C=C(C=CC1)C1(C(CCCC1)C1N=NC=CC1(C1=CC=CC=C1)C1CC(CCC1)O)OC